7-cyclobutoxy-N-(1-(2-fluorocyclopropyl)-2-oxo-1,2-dihydropyridin-3-yl)-2-(1-methyl-2-oxabicyclo[2.1.1]hexan-4-yl)imidazo[1,2-a]pyrimidine-6-carboxamide C1(CCC1)OC1=NC=2N(C=C1C(=O)NC=1C(N(C=CC1)C1C(C1)F)=O)C=C(N2)C21COC(C2)(C1)C